N-ethyl-N-(2-(4-methoxy-1H-indol-3-yl)ethyl)-2-methylpropan-1-amine C(C)N(CC(C)C)CCC1=CNC2=CC=CC(=C12)OC